[Ni+2].P[O-].P[O-] phosphinite nickel(II)